3-chloroiodobenzene C1=CC(=CC(=C1)I)Cl